CC(C(=O)C1=NC=CC=C1)(CCC=C)C 2,2-dimethyl-1-(pyridin-2-yl)hex-5-en-1-one